4-(5-fluoro-1-(2-methoxyethyl)-1H-benzo[d]imidazol-2-ylamino)-N-hydroxybenzamide FC1=CC2=C(N(C(=N2)NC2=CC=C(C(=O)NO)C=C2)CCOC)C=C1